C(C)(=O)OC1C(CCCC1)C(CC)(C)C 2-(1,1-dimethylpropyl)cyclohexanol acetate